γ-(N,N-dimethyl)aminopropyltriethoxysilane CN(C)CCC[Si](OCC)(OCC)OCC